ClC=1C=CC(=C(C1)C=1C=C2C=NN=C(C2=CC1)O)OC 6-(5-chloro-2-methoxyphenyl)phthalazin-1-ol